N'-phenyl-guanidine C1(=CC=CC=C1)NC(N)=N